C(C)(=O)C1=CC(=CC(=C1)C(C)=O)C(C)=O 1,3,5-triacetylbenzene